6-(5-cyanopyrrolo[2,3-b]pyridin-1-yl)-N-[4-(hydroxymethyl)cyclohexyl]-4-(isopropylamino)pyridine-3-carboxamide C(#N)C=1C=C2C(=NC1)N(C=C2)C2=CC(=C(C=N2)C(=O)NC2CCC(CC2)CO)NC(C)C